IC1=C(C=CC=C1)C1=C(C=CC=C1)I 2,2'-diiodo-1,1'-biphenyl